NC1=C(C(=NN1C(C)C)C(=O)NC=1C=NC=C(C1)NC(CC1=CC=C(C=C1)Cl)=O)C(=O)N 5-amino-N3-(5-(2-(4-chlorophenyl)acetylamino)pyridin-3-yl)-1-isopropyl-1H-pyrazole-3,4-dicarboxamide